1-methyl-9-(tetrahydro-2H-pyran-4-yl)-5,9-dihydro-1,2,4,5,8,9-hexaazabenzo[cd]cyclopenta[h]azulen-10(1H)-one CN1N=C2C3=C(C=CC=4C(=C13)C(N(N4)C4CCOCC4)=O)NN=C2